FC=1C(=C(C=C(C1)CC1=CN=CO1)[C@@H](C(=O)O)N1C[C@@H](CC1)OCCCCCC1=NC=2NCCCC2C=C1)OC (S)-2-(3-fluoro-2-methoxy-5-(oxazol-5-ylmethyl)phenyl)-2-((R)-3-((5-(5,6,7,8-tetrahydro-1,8-naphthyridin-2-yl)pentyl)oxy)pyrrolidin-1-yl)acetic acid